4-hydroxy-3-(2-hydroxyphenyl)-5'-methyl-spiro[indene-1,3'-indoline]-2'-one OC1=C2C(=CC3(C(NC4=CC=C(C=C34)C)=O)C2=CC=C1)C1=C(C=CC=C1)O